N-(3-(furan-3-yl)propyl)-1,1-diphenylmethanimine-15N O1C=C(C=C1)CCC[15N]=C(C1=CC=CC=C1)C1=CC=CC=C1